[Zn].[Nb].[Pb] lead niobium-zinc